BrC1=CC=C2CC=3C(=NN(C3)C3OCCCC3)C2=C1 7-bromo-2-(tetrahydro-2H-pyran-2-yl)-2,4-dihydroindeno[1,2-c]pyrazole